N(=[N+]=[N-])CC=1C=C2C=CC(=CC2=CC1)C(C=O)=O 2-(6-(azidomethyl)naphthalen-2-yl)-2-oxoacetaldehyde